3-(3-ethylphenyl)-2-(3-{[(2S)-pyrrolidin-2-yl]methoxy}pyridin-4-yl)-1H-pyrrolo[3,2-b]pyridine C(C)C=1C=C(C=CC1)C1=C(NC=2C1=NC=CC2)C2=C(C=NC=C2)OC[C@H]2NCCC2